2,3,4,5-tetrafluoro-N-(3-fluoro-4-methoxyphenyl)-6-methylbenzenesulfonamide FC1=C(C(=C(C(=C1F)F)F)C)S(=O)(=O)NC1=CC(=C(C=C1)OC)F